S1(=O)(=O)NC(=O)C2=CC=CC=C12.COC1=NN(C=C1NC1=NC=CC(=N1)C1=CNC2=C(C=CC=C12)NC([C@@H](C)N1CCN(CC1)C)=O)C (2R)-N-(3-{2-[(3-methoxy-1-methyl-1H-pyrazol-4-yl)amino]pyrimidin-4-yl}-1H-indol-7-yl)-2-(4-methylpiperazin-1-yl)propanamide saccharine salt